C[C@H]1OCCN(C1)C=1C=CC=2N(N1)C(=CN2)C#CC=2C=NC=C(C(=O)NC1=CC(=C(C=C1)CN1CCN(CC1)C)C(F)(F)F)C2 (R)-5-((6-(2-Methylmorpholino)imidazo[1,2-b]pyridazin-3-yl)ethynyl)-N-(4-((4-methylpiperazin-1-yl)methyl)-3-(trifluoromethyl)phenyl)nicotinamide